2,2-bis(hydroxymethyl)malonic acid diethyl ester (diethyl 2,2-bis(hydroxymethyl) malonate) C(C)C(C(C(=O)O)(C(=O)O)CO)(O)CC.C(C)OC(C(C(=O)OCC)(CO)CO)=O